N-dodecyl-1,3-diaminopropane tert-butyl-2-[7-(2-cyano-3,6-difluoro-phenoxy)quinoxalin-2-yl]-7-azaspiro[3.5]nonane-7-carboxylate C(C)(C)(C)OC(=O)N1CCC2(CC(C2)C2=NC3=CC(=CC=C3N=C2)OC2=C(C(=CC=C2F)F)C#N)CC1.C(CCCCCCCCCCC)NCCCN